C(C)(C)(C)OC(=O)N[C@@H](CC(=O)OCC)C=1C=C(C=CC1F)C1=C(C=C(C=C1OS(=O)(=O)C(F)(F)F)C1CC1)C Ethyl (S)-3-((tert-butoxycarbonyl)amino)-3-(4'-cyclopropyl-4-fluoro-2'-methyl-6'-(((trifluoromethyl)sulfonyl)oxy)-[1,1'-biphenyl]-3-yl)propanoate